4-((4-aminophenyl)methyl)-2-ethoxybenzenamine NC1=CC=C(C=C1)CC1=CC(=C(C=C1)N)OCC